2,4-diiododibenzofuran IC1=CC2=C(OC3=C2C=CC=C3)C(=C1)I